C(C(=C)C)(=O)NCCS(=O)(=O)O 2-methacrylamidoethylsulfonic acid